(2-bromophenyl)(3,5-di-tert-butyl-4-hydroxyphenyl)methanone BrC1=C(C=CC=C1)C(=O)C1=CC(=C(C(=C1)C(C)(C)C)O)C(C)(C)C